NC1=C(C(=NN1C(C)C)C1=C(C=C(C=C1)CC(=O)NC1=CC(=NO1)CC(C)(C)C)F)C(=O)N 5-Amino-3-[4-[2-[[3-(2,2-dimethylpropyl)isoxazol-5-yl]amino]-2-oxo-ethyl]-2-fluoro-phenyl]-1-isopropyl-pyrazole-4-carboxamide